C=1N=CN2C1C1=CC=CC=C1[C@@H]2C2C(C=1N(CCC2)N=CC1)O 5-((S)-5H-imidazo[5,1-a]isoindol-5-yl)-5,6,7,8-tetrahydro-4H-pyrazolo[1,5-a]azepin-4-ol